Bis(p-bromophenyl)-2-dibenzofuranamine BrC1=CC=C(C=C1)C=1C(=C(C2=C(OC3=C2C=CC=C3)C1)C1=CC=C(C=C1)Br)N